CCCCC/C=C\C/C=C\C/C=C\CCCCC(=O)O[C@H](COC(=O)CCCC/C=C\C/C=C\C/C=C\C/C=C\CC)COP(=O)(O)OC[C@H](CO)O 1-(6Z,9Z,12Z,15Z-octadecatetraenoyl)-2-(6Z,9Z,12Z-octadecatrienoyl)-glycero-3-phospho-(1'-sn-glycerol)